ethyl (2S)-2-(tert-butoxy)-2-(7-(4-chlorophenyl)-5-methyl-2-(1-methyl-3-(1-(oxetan-2-ylmethyl)piperidin-4-yl)-1H-indazol-5-yl)benzo[d]thiazol-6-yl)acetate C(C)(C)(C)O[C@H](C(=O)OCC)C1=C(C2=C(N=C(S2)C=2C=C3C(=NN(C3=CC2)C)C2CCN(CC2)CC2OCC2)C=C1C)C1=CC=C(C=C1)Cl